CC1[C@@H]2CC[C@H](CN1C(=O)OC(C)(C)C)N2C(C(F)(F)F)=O tert-butyl (1S,5R)-2-methyl-8-(2,2,2-trifluoroacetyl)-3,8-diazabicyclo[3.2.1]octane-3-carboxylate